(3S,4S,5R)-1-(((S)-1-(4-(trifluoromethyl)pyridin-3-yl)piperidin-3-yl)methyl)piperidine-3,4,5-triol FC(C1=C(C=NC=C1)N1C[C@@H](CCC1)CN1C[C@@H](C([C@@H](C1)O)O)O)(F)F